8-methoxycarbonyl-1,3,4,9-tetrahydro-beta-carboline COC(=O)C=1C=CC=C2C=3CCNCC3NC12